C1=CC(=CC2=NC=3CCCCC3C=C12)C(=O)N 5,6,7,8-tetrahydroacridine-3-carboxamide